BrCC(=O)NC1=CC=C(C=C1)C(F)(F)F 2-bromo-N-[4-(trifluoromethyl)phenyl]acetamide